4-bromo-3-((N-(tert-butyloxycarbonyl)-N-(2-((tert-butyldiphenylsilyl)oxy)ethyl)sulfamoyl)methyl)benzoate BrC1=C(C=C(C(=O)[O-])C=C1)CS(N(CCO[Si](C1=CC=CC=C1)(C1=CC=CC=C1)C(C)(C)C)C(=O)OC(C)(C)C)(=O)=O